2-(1,1-Difluoroethyl)-4-nitrophenol FC(C)(F)C1=C(C=CC(=C1)[N+](=O)[O-])O